N(N)C(CCCCCN)(N)C=N 1-hydrazino(imino)methyl-1,6-hexanediamine